(4-amino-7-fluoroimidazo[1,5-a]quinoxalin-8-yl)((2S,6R)-9-(trifluoromethyl)-3,4-dihydro-2H-2,6-methanopyrido[2,3-b][1,5]oxazocin-5(6H)-yl)methanone NC=1C=2N(C3=CC(=C(C=C3N1)F)C(=O)N1[C@H]3C4=C(O[C@@H](CC1)C3)N=C(C=C4)C(F)(F)F)C=NC2